2-{1-amino-3-azabicyclo[3.2.1]octan-3-yl}ethanol NC12CN(CC(CC1)C2)CCO